NCCNC(CC[Si](OCC)(OCC)OCC)C N-(beta-aminoethyl)-gamma-methyl-aminopropyl-triethoxysilane